C1(CCCC1)C1=C(C=NC=2N1N=CC2)NC(=O)NC=2C=NC(=CC2)C=2SC(=NN2)CCCCCCN2CCN(CC2)C=2C=C1CN(C(C1=CC2)=O)C2C(NC(CC2)=O)=O 1-(7-cyclopentylpyrazolo[1,5-a]pyrimidin-6-yl)-3-[6-[5-[6-[4-[2-(2,6-dioxo-3-piperidyl)-1-oxo-isoindolin-5-yl]piperazin-1-yl]hexyl]-1,3,4-thiadiazol-2-yl]-3-pyridyl]urea